tert-butyl 5-[(2-ethoxy-3-fluorophenyl)carbamothioyl]-4-hydroxy-6-oxo-3,6-dihydropyridine-1(2H)-carboxylate C(C)OC1=C(C=CC=C1F)NC(=S)C1=C(CCN(C1=O)C(=O)OC(C)(C)C)O